methyl-[(1S)-1-(4-pyridyl)ethyl]amine CN[C@@H](C)C1=CC=NC=C1